COC(CNC(=O)C1=NC=C(C=C1OCC1=CC=CC=C1)C1=CCNCC1)=O (5-(1,2,5,6-tetrahydropyridin-4-yl)-3-benzyloxy-pyridine-2-carbonyl)glycine methyl ester